C(C1=CC=CC=C1)C1(CCC=2N(C3=CC(=CC=C3C2C1=O)F)S(=O)(=O)C)C#N 3-Benzyl-7-fluoro-9-(methylsulfonyl)-4-oxo-2,3,4,9-tetrahydro-1H-carbazole-3-carbonitrile